CNCC1=CC=C(C=C1)[N+](=O)[O-] N-methyl-1-(4-nitrophenyl)methylamine